FC1=CC=CC=2N(C([C@H](CCN(C21)CCCN2CCNCC2)NC2=C(C#N)C(=CC(=N2)C)C(F)(F)F)=O)C (S)-2-((7-fluoro-1-methyl-2-oxo-6-(3-(piperazin-1-yl)propyl)-1,2,3,4,5,6-hexahydrobenzo[b][1,4]diazocine-3-yl)amino)-6-methyl-4-(trifluoromethyl)nicotinonitrile